BrCC=CC=O 4-bromobut-2-en-1-one